C(C)(CC)OC1CC(C(CC1)C(CCO)C)C 3-(4-(sec-butoxy)-2-methylcyclohexyl)butan-1-ol